FC=1C=C(C=CC1)C(=O)N1CC2=C(CC1)SC=C2C2=NOC(=N2)C(F)(F)F (3-fluorophenyl)(3-(5-(trifluoromethyl)-1,2,4-oxadiazol-3-yl)-6,7-dihydrothieno[3,2-c]pyridin-5(4H)-yl)methanone